CCC(C(=O)[O-])(C)C methylpivalat